4-[2-[(1-oxophenalen-2-yl)methylamino]thiazol-3-ium-3-yl]butane-1-sulfonate O=C1C(=CC2=CC=CC3=CC=CC1=C23)CNC=2SC=C[N+]2CCCCS(=O)(=O)[O-]